1-(1,2,2,6,6-pentamethyl-4-piperidyl) 10-methyl sebacate C(CCCCCCCCC(=O)OC)(=O)OC1CC(N(C(C1)(C)C)C)(C)C